CC=1C(N(C(C1)=O)CC1=CC(=CC=C1)CN1C(C(=CC1=O)C)=O)=O 1,3-bis((3-methyl-2,5-dioxopyrrol-1-yl)methyl)benzene